BrC1=CC=C(C=C1)C1=NC2=CC=CC=C2N=C1C1=CC=CC=C1 2-(4-bromophenyl)-3-phenylquinoxaline